The molecule is a pentacyclic triterpenoid of D:C-friedooleanane-type triterpenoids isolated from the stems of Lagenaria siceraria and roots of Coriaria intermedia and has been found to exhibit antineoplastic activity. It has a role as a metabolite and an antineoplastic agent. It is a pentacyclic triterpenoid and a hydroxy monocarboxylic acid. C[C@]12CC[C@](C[C@H]1[C@@]3(CCC4=C([C@]3(CC2)C)CC[C@@H]5[C@@]4(CC[C@@H](C5(C)C)O)C)C)(C)C(=O)O